C(CCCCCCC)C1=CC=CC=C1 Octyl-benzol